FC1=C(C(=C(C=C1OC)OC)F)N1CC2=CN=C(C=C2C2(C1=O)CC2)C2=NN(C=C2C#N)C 3-(2'-(2,6-difluoro-3,5-dimethoxyphenyl)-3'-oxo-2',3'-dihydro-1'H-spiro[cyclopropane-1,4'-[2,7]naphthyridine]-6'-yl)-1-methyl-1H-pyrazole-4-carbonitrile